C(C)(C)C1=C(C=CC=C1)[C@H]1N(CCC1)C1CC2(C1)CCN(CC2)C2=CC(=C(C(=O)OC)C=C2)OC=2C=C1C(=NC2)NC=C1 methyl 4-[2-[(2S)-2-(2-isopropylphenyl)pyrrolidin-1-yl]-7-azaspiro[3.5]nonan-7-yl]-2-[1H-pyrrolo[2,3-b]pyridin-5-yloxy]benzoate